2,2,2-trifluoro-N-[(trifluoromethyl)sulfonyl]acetamide FC(C(=O)NS(=O)(=O)C(F)(F)F)(F)F